Cl.NC1CC(C1)OC=1C=C2C(=NC=NC2=CC1O[C@@H]1COCC1)NC1=C(C(=C(C=C1)Cl)Cl)F 6-((1s,3R)-3-aminocyclobutoxy)-N-(3,4-dichloro-2-fluorophenyl)-7-(((S)-tetrahydrofuran-3-yl)oxy)quinazolin-4-amine hydrochloride